4-Oxo-4-(pyridin-3-yl)butanoic acid tert-butyl ester C(C)(C)(C)OC(CCC(C=1C=NC=CC1)=O)=O